C(C)(C)(C)OC(=O)N1CCN(CC1)CCC([C@H](C(=O)O)NC(=O)OC1=CC=CC=C1)(C)C (2R)-5-(4-tert-butoxycarbonylpiperazin-1-yl)-3,3-dimethyl-2-(phenoxycarbonylamino)pentanoic acid